5-(6-(4,4-difluoropiperidine-1-carbonyl)naphthalen-1-yl)-2-methylisoindolin-1-one FC1(CCN(CC1)C(=O)C=1C=C2C=CC=C(C2=CC1)C=1C=C2CN(C(C2=CC1)=O)C)F